4-ethylpiperidin-2-one C(C)C1CC(NCC1)=O